2-(2,6-dioxopiperidin-3-yl)-4-((3-(piperazin-1-yl)azetidin-1-yl)methyl)isoindoline O=C1NC(CCC1N1CC2=CC=CC(=C2C1)CN1CC(C1)N1CCNCC1)=O